6-Fluoro-3-((1-fluorocyclopropyl)(methoxy)methyl)-2-methoxybenzonitrile FC1=CC=C(C(=C1C#N)OC)C(OC)C1(CC1)F